N[C@H]1CN(C[C@@H](C1)F)C(=O)C=1C=CC=2N(C1)N=C(C2C)C=2N(C1=C(C=CC=C1C2)C2CCN(CC2)C(C)=O)CC2CC2 1-(4-(2-(6-((3R,5R)-3-amino-5-fluoropiperidine-1-carbonyl)-3-methylpyrazolo[1,5-a]pyridin-2-yl)-1-(cyclopropylmethyl)-1H-indol-7-yl)piperidin-1-yl)ethan-1-one